5-[2-(2-{[(3-fluorophenyl)(methyl)oxo-λ6-sulfanylidene]-amino}phenyl)ethynyl]pyridine-2-carboxylic acid FC=1C=C(C=CC1)S(=O)(C)=NC1=C(C=CC=C1)C#CC=1C=CC(=NC1)C(=O)O